2,3-dimethyl-2,3-biphenyl CC1(CC=CC=C1C)C=1C=CC=CC1